N(=[N+]=[N-])CCCCS=C(C)[O-] S-(4-azidobutyl)thioacetate